COC=1C=C2C(=NC=NC2=CC1OC)OC=1C=CC(=NC1)NC(=O)C=1N=C(C2=C(N1)C1CCN2CC1)C1=CC=CC=C1 N-(5-((6,7-Dimethoxyquinazolin-4-yl)oxy)pyridin-2-yl)-4-phenyl-7,8-dihydro-6H-5,8-ethanopyrido[3,2-d]pyrimidin-2-carboxamid